O-(p-Tolyl) chlorothionoformate ClC(=S)OC1=CC=C(C=C1)C